C1(=CC=CC=C1)N1COC2=C(C1)C=CC=C2 3,4-dihydro-3-phenyl-2H-1,3-benzoxazine